F[Sb-](F)(F)(F)(F)F.CC1=CC=C(C=C1)[S+](C1=CC=C(C=C1)SC1=CC=C(C=C1)C)C1=CC=C(C=C1)C bis-(4-methylphenyl)4-(4-methylphenyl-thio)phenylsulfonium hexafluoroantimonate